5-nitro-2-(N-acetyl)aminophenylethanol [N+](=O)([O-])C=1C=CC(=C(C1)C(C)O)NC(C)=O